4-(1-butoxypropan-2-yl) 1-((endo)-3-(methylsulfonyl)-3-azabicyclo[3.2.1]octan-8-yl) 2-methylenesuccinate C=C(C(=O)OC1C2CN(CC1CC2)S(=O)(=O)C)CC(=O)OC(COCCCC)C